ClC=1C=CC(=C2CN(C(C12)=O)C)OC1CC2(CN(C2)CCCC2=CC=3N(C=C2F)C=NN3)C1 7-chloro-4-((2-(3-(6-fluoro-[1,2,4]triazolo[4,3-a]pyridin-7-yl)propyl)-2-azaspiro[3.3]heptan-6-yl)oxy)-2-methylisoindolin-1-one